(3R)-3-(3,3-difluorobutyl)-5-(5,5-difluorooctahydropentalen-2-yl)-8-hydroxy-2-methyl-7-(trifluoromethyl)-2,3,4,5-tetrahydrobenzo[f][1,2,5]thiadiazepine 1,1-dioxide FC(CC[C@H]1N(S(C2=C(N(C1)C1CC3CC(CC3C1)(F)F)C=C(C(=C2)O)C(F)(F)F)(=O)=O)C)(C)F